OCCN(CCN(CCO)CCO)CCO N,N,N',N'-tetrakis(2-hydroxyethyl)ethylendiamin